N-[[1-(4-Chlorophenyl)cyclopropyl]methyl]-6-(4-fluorophenyl)-8-methoxy-quinazolin-4-amine ClC1=CC=C(C=C1)C1(CC1)CNC1=NC=NC2=C(C=C(C=C12)C1=CC=C(C=C1)F)OC